7-(7,8-difluoro-3-((triisopropylsilyl)oxy)naphthalen-1-yl)-8-fluoro-2-(((2R,7aS)-2-fluorotetrahydro-1H-pyrrolizin-7a(5H)-yl)methoxy)-4-(methylthio)pyrido[4,3-d]pyrimidine FC1=CC=C2C=C(C=C(C2=C1F)C1=C(C=2N=C(N=C(C2C=N1)SC)OC[C@]12CCCN2C[C@@H](C1)F)F)O[Si](C(C)C)(C(C)C)C(C)C